FC1(CCN(CCC1)C1=C(C(=O)NC=2C=C(C=CC2)[S@](=O)(C)=NC(OC(C)(C)C)=O)C(=C(C=N1)C1=CC(=CC=C1)F)C)F tert-butyl (R)-((3-(2-(4,4-difluoroazepan-1-yl)-5-(3-fluorophenyl)-4-methylnicotinamido)phenyl)(methyl)(oxo)-λ6-sulfaneylidene)carbamate